OC(CC(C(=O)O)=C)COC1=CC=CC=C1.C(C=C)(=O)OCC(COC1=CC=CC=C1)O 2-hydroxy-3-phenoxypropyl acrylate (2-hydroxy-3-phenoxypropyl acrylate)